tert-butyl 4-(4-amino-2,3-dihydro-1H-inden-5-yl)-1H-pyrrolo[2,3-B]pyridine-1-carboxylate NC1=C2CCCC2=CC=C1C1=C2C(=NC=C1)N(C=C2)C(=O)OC(C)(C)C